1-(3-fluoro-1-bicyclo[1.1.1]pentanyl)-3-[[3-(trifluoromethyl)phenyl]methyl]urea FC12CC(C1)(C2)NC(=O)NCC2=CC(=CC=C2)C(F)(F)F